C(C)OC1=CC=2N(C=C1NC(=O)N1CCC=3C1=NC=CC3N3CCNCC3)C=C(N2)C N-(7-ethoxy-2-methylimidazo[1,2-a]pyridin-6-yl)-4-(piperazin-1-yl)-2,3-dihydro-1H-pyrrolo[2,3-b]pyridine-1-carboxamide